(E)-2-(2-(4-(4-(dimethylamino)phenyl)phenyl)vinyl)-4-oxo-4H-chromene-3-carbonitrile CN(C1=CC=C(C=C1)C1=CC=C(C=C1)/C=C/C=1OC2=CC=CC=C2C(C1C#N)=O)C